5-amino-3-(2-(4-(5-fluoro-2-methylpyridin-4-yl)piperazin-1-yl)ethyl)-8-(furan-2-yl)thiazolo[5,4-e][1,2,4]triazolo[1,5-c]pyrimidin-2(3H)-one NC1=NC2=C(C=3N1N=C(N3)C=3OC=CC3)SC(N2CCN2CCN(CC2)C2=CC(=NC=C2F)C)=O